COC1=CC(=C(C=C1NC1=NC=NC(=C1)N1OCC[C@@H]1C1=CC(=CC=C1)C#CC1=CC=CC=C1)NC(C=C)=O)N1CCN(CC1)C (R)-N-(4-methoxy-2-(4-methylpiperazin-1-yl)-5-((6-(3-(3-(phenyleth-ynyl)phenyl)isoxazolidin-2-yl)pyrimidin-4-yl)amino)-phenyl)acrylamide